5,6,7,8-tetrahydro-1-naphthoic acid C1(=CC=CC=2CCCCC12)C(=O)O